CN(C=1C=C(C(=CC1)O)O)C 4-dimethylaminobenzene-1,2-diol